6-Methyl-3-(2-(6-methyl-3-((6-methyl-4-oxochroman-3-yl)methyl)-4-oxochroman-3-yl)ethyl)-4H-chromen-4-one CC=1C=C2C(C(=COC2=CC1)CCC1(COC2=CC=C(C=C2C1=O)C)CC1COC2=CC=C(C=C2C1=O)C)=O